2,8-diaza-spiro[4.5]decan-3-one C1NC(CC12CCNCC2)=O